B1OOBB1 3,2-dioxacyclopentaborane